ClC1=C(C=CC=C1NC(=O)C=1N(C2=C(CNCC2)N1)C)C1=C(C(=CC=C1)NC=1N=CC=C2C=C(C=NC12)C=O)C N-(2-chloro-3'-(3-formyl-1,7-naphthyridin-8-ylamino)-2'-methylbiphenyl-3-yl)-1-methyl-4,5,6,7-tetrahydro-1H-imidazo[4,5-c]pyridine-2-carboxamide